OCOC(=O)C(CC(=O)O)C(CCCCCCCCCCCCCCCC)C(=O)O 1,2,3-nonadecanetricarboxylic acid-2-hydroxymethyl ester